methyl 5-nitro-1H-pyrrole-3-carboxylate [N+](=O)([O-])C1=CC(=CN1)C(=O)OC